ClC=1C(=C(C(=CC1)OC)C1=C(C(=O)NC=2SC(=NN2)C(C(=O)N2C[C@H]3N(CC2)C[C@H](C3)O)(F)F)C=CC(=N1)C)F (3-chloro-2-fluoro-6-methoxyphenyl)-N-(5-(1,1-difluoro-2-((7S,8aS)-7-hydroxyhexahydropyrrolo[1,2-a]pyrazin-2(1H)-yl)-2-oxoethyl)-1,3,4-thiadiazol-2-yl)-6-methylnicotinamide